[NH4+].N1(N=NC2=C1C=CC=C2)O 1H-benzotriazol-1-ol ammonium salt